N1N=CC=C1C1=NC=NO1 5-(pyrazole-5-yl)-1,2,4-oxadiazole